2-[4-[2-(5-isopropoxy-1-tetrahydropyran-2-yl-indazol-3-yl)pyrimidin-4-yl]pyrazol-1-yl]propane-1-ol C(C)(C)OC=1C=C2C(=NN(C2=CC1)C1OCCCC1)C1=NC=CC(=N1)C=1C=NN(C1)C(CO)C